NC1=C2N=CN(C2=NC=N1)CC(=O)N1[C@@H]2C[C@@H]2C[C@H]1C(=O)NCC1=C(C(=CC=C1)Cl)F (1R,3S,5R)-2-(2-(6-amino-9H-purin-9-yl)acetyl)-N-(3-chloro-2-fluorobenzyl)-2-azabicyclo[3.1.0]hexane-3-carboxamide